OC=1C=C(C=CC1O)[C@@H]1OC=2C=C(C=C(C2C[C@H]1O)O)O (2S,3R)-2-(3,4-dihydroxyphenyl)-3,4-dihydro-2H-chromene-3,5,7-triol